(1r,5s,6r)-3-(5-((2,6-dichlorobenzyl)-oxy)-2,3-dihydro-1H-inden-1-yl)-3-azabicyclo[3.1.0]hexane-6-carboxylic acid ClC1=C(COC=2C=C3CCC(C3=CC2)N2C[C@H]3C([C@H]3C2)C(=O)O)C(=CC=C1)Cl